O=C1NC(CCC1C=1C=CC(=NC1)N1CCC(CC1)CN1CCN(CC1)C=1SC2=C(N1)C=C(C(=C2)C(=O)NC=2C(N(C=CC2)C)=O)OC(C)C)=O 2-(4-((1-(5-(2,6-dioxopiperidin-3-yl)pyridin-2-yl)piperidin-4-yl)methyl)piperazin-1-yl)-5-isopropoxy-N-(1-methyl-2-oxo-1,2-dihydropyridin-3-yl)benzo[d]thiazole-6-carboxamide